3-(1-trityl-1H-imidazol-4-yl)cyclopropane-1,2-dicarboxylic acid dimethyl ester COC(=O)C1C(C1C=1N=CN(C1)C(C1=CC=CC=C1)(C1=CC=CC=C1)C1=CC=CC=C1)C(=O)OC